1-((3R)-3-((5-((Z)-4,4,4-Trifluoro-1-(3-fluoro-1-(tetrahydro-2H-pyran-2-yl)-1H-indazol-5-yl)-2-phenylbut-1-en-1-yl)pyridin-2-yl)oxy)piperidin-1-yl)prop-2-en-1-one FC(C/C(=C(\C=1C=C2C(=NN(C2=CC1)C1OCCCC1)F)/C=1C=CC(=NC1)O[C@H]1CN(CCC1)C(C=C)=O)/C1=CC=CC=C1)(F)F